(3E,6E)-3,6-bis[(4-aminophenyl)imino]cyclohexa-1,4-diene-1,4-diamine NC1=CC=C(C=C1)\N=C\1/C=C(/C(/C=C1N)=N/C1=CC=C(C=C1)N)N